2-(benzo[d]thiazol-2-yl)-6-(2-(benzo[d]thiazol-2-yl)-4-methoxyphenoxy)-3-(4-bromo-1H-pyrazol-1-yl)-4-methoxyphenol S1C(=NC2=C1C=CC=C2)C2=C(C(=CC(=C2N2N=CC(=C2)Br)OC)OC2=C(C=C(C=C2)OC)C=2SC1=C(N2)C=CC=C1)O